2-(1-(4-amino-3-(2,3-difluoro-4-isopropoxyphenyl)-1H-pyrazolo[3,4-d]pyrimidin-1-yl)ethyl)-5-fluoro-3-phenylquinazolin-4(3H)-one NC1=C2C(=NC=N1)N(N=C2C2=C(C(=C(C=C2)OC(C)C)F)F)C(C)C2=NC1=CC=CC(=C1C(N2C2=CC=CC=C2)=O)F